5-((3',5'-difluoro-[1,1'-biphenyl]-3-yl)oxy)-1H-1,2,3-triazole-4-carboxylic acid FC=1C=C(C=C(C1)F)C1=CC(=CC=C1)OC1=C(N=NN1)C(=O)O